ClP(C1=CC=CC=C1)N(C)C chloro(dimethylamino)phenylphosphine